(S)-quinuclidin-3-yl((R)-5-(2-chloro-4-ethoxyphenyl)-6-fluoro-2,2-dimethyl-2,3-dihydro-1H-inden-1-yl)carbamate N12C[C@H](C(CC1)CC2)OC(N[C@@H]2C(CC1=CC(=C(C=C21)F)C2=C(C=C(C=C2)OCC)Cl)(C)C)=O